SC(C(C)O)O sulfhydryl-1,2-propylene glycol